C1(=CC=CC=C1)C(=CC=O)C1=CC=CC=C1 3,3-DIPHENYLACROLEIN